(RS)-2-(dimethylamino)ethyl(1-hydroxycyclopentyl)(phenyl)acetate CN(CC[C@@](C(=O)[O-])(C1=CC=CC=C1)C1(CCCC1)O)C |r|